FC1=C(OC2=CC(=C(C=C2C2=CC(=NC(=C2)C)C)NS(=O)(=O)CC)N2N=CC=C2)C=CC(=C1)F N-(4-(2,4-difluorophenoxy)-5-(2,6-dimethylpyridin-4-yl)-2-(1H-pyrazol-1-yl)phenyl)ethanesulfonamide